Tert-butyl N-[1-[4-[3-[(4-methoxyphenyl)methyl]-2,4-dioxo-hexahydropyrimidin-1-yl]-8-isoquinolyl]-4-piperidyl]-N-methyl-carbamate COC1=CC=C(C=C1)CN1C(N(CCC1=O)C1=CN=CC2=C(C=CC=C12)N1CCC(CC1)N(C(OC(C)(C)C)=O)C)=O